Methyl 2-((2,6-bis(benzyloxy)pyridin-3-yl)amino)-5-nitrobenzoate C(C1=CC=CC=C1)OC1=NC(=CC=C1NC1=C(C(=O)OC)C=C(C=C1)[N+](=O)[O-])OCC1=CC=CC=C1